ethyl 2-amino-4-(trifluoromethyl)thiazole-5-carboxylate NC=1SC(=C(N1)C(F)(F)F)C(=O)OCC